2-hydroxyethoxyphenyl-propane methyl-3-(5-chloro-2-hydroxy-4-methyl-phenyl)benzoate COC(C1=CC(=CC=C1)C1=C(C=C(C(=C1)Cl)C)O)=O.OCCOC(CC)C1=CC=CC=C1